BrC1=C(C=C(OCC(CO[Si](C)(C)C(C)(C)C)(C)C)C=C1)Cl (3-(4-bromo-3-chlorophenoxy)-2,2-dimethylpropoxy)(tert-butyl)dimethylsilane